[4-(aminomethyl)-1-bicyclo[2.2.2]octyl]-8-chloro-1,7-naphthyridin NCC12CCC(CC1)(CC2)C2=NC1=C(N=CC=C1C=C2)Cl